C(C)C=1SC=C(C1)C=O ethyl-4-formylthiophene